4,4'-bis(9-ethyl-3-carbazolyl)-1,1'-biphenyl C(C)N1C2=CC=CC=C2C=2C=C(C=CC12)C1=CC=C(C=C1)C1=CC=C(C=C1)C=1C=CC=2N(C3=CC=CC=C3C2C1)CC